COC(=O)C1=C(C(=NC2=CC(=CC=C12)Br)Cl)CBr 7-bromo-3-(bromomethyl)-2-chloroquinoline-4-carboxylic acid methyl ester